FC1=CC=C(C=C1)C[C@](C)(C(NCCO)=O)NC(=O)C=1C=2C[C@@H]3[C@H](C2N(N1)C(C)(C)C)C3 (1aR,5aR)-2-tert-Butyl-1a,2,5,5a-tetrahydro-1H-2,3-diaza-cyclopropa[a]pentalene-4-carboxylic acid [(R)-2-(4-fluoro-phenyl)-1-(2-hydroxy-ethylcarbamoyl)-1-methyl-ethyl]-amide